NC1=C(C=CC=C1)C=CC1=CC=CC=C1 amino-stilbene